N-[(dimethylamino)-(3H-[1,2,3]triazolo[4,5-b]pyridin-3-yloxy)methylene]-N-methylmethanaminium hexafluorophosphate F[P-](F)(F)(F)(F)F.CN(C)C(ON1N=NC=2C1=NC=CC2)=[N+](C)C